(R)-5-(3-fluoro-4-(4-(methylcarbamoyl)-1H-1,2,3-triazol-1-yl)butyl)-N-((4-(trifluoromethyl)pyridin-2-yl)methyl)-1,3,4-thiadiazole-2-carboxamide F[C@H](CCC1=NN=C(S1)C(=O)NCC1=NC=CC(=C1)C(F)(F)F)CN1N=NC(=C1)C(NC)=O